CS(=O)(=O)[O-].C(CC)[N+]1(CCCCC1)CCCC 1-propyl-1-butylpiperidinium methanesulfonate